COCCNC1(CNC1)C1=NC=CC=C1 N-(2-methoxyethyl)-3-(pyridin-2-yl)azetidin-3-amine